(S)-N-(3-(5-acrylamidopyridin-3-yl)prop-2-yn-1-yl)-N-(4-fluorophenyl)-3-(6-methyl-4-(trifluoromethyl)pyridin-2-yl)-2-oxoimidazolidine-4-carboxamide C(C=C)(=O)NC=1C=C(C=NC1)C#CCN(C(=O)[C@H]1N(C(NC1)=O)C1=NC(=CC(=C1)C(F)(F)F)C)C1=CC=C(C=C1)F